3-(1-(difluoromethyl)cyclopropyl)isoxazol FC(C1(CC1)C1=NOC=C1)F